O[C@@H]1CN(CC1)C[C@H](C)N1C=2N(C(C=3C=CC4=C(C13)C=CC=C4)=O)CC=CC2 N-((S)-1-((S)-3-hydroxypyrrolidin-1-yl)propan-2-yl)-7-oxo-7H-benzo[h]pyrido[2,1-b]quinazoline